BrC1=CC=C2C=CC(=NC2=C1)NN (7-bromo-2-quinolyl)hydrazine